4-(4-(1-(4-Cyanophenyl)azetidine-3-carbonyl)-3,4-dihydro-2H-pyrido[4,3-b][1,4]oxazin-8-yl)benzeneNitrile C(#N)C1=CC=C(C=C1)N1CC(C1)C(=O)N1C2=C(OCC1)C(=CN=C2)C2=CC=C(C=C2)C#N